BrC1=CC=C(C=C1)C(CC(C(=O)OCC)F)C(=O)C1=CC2=CC=CC=C2C=C1 ethyl 4-(4-bromophenyl)-2-fluoro-5-(naphthalen-2-yl)-5-oxopentanoate